OCC1=C(C(=C(C=C1)C1=CC=CC=C1)C)C#N (hydroxymethyl)-2-methyl-[1,1'-biphenyl]-3-carbonitrile